FC(C=1N=CC=2N(C1)C(=CN2)C2=NC=CC(=N2)N2CCN(CC2)C(C)=O)(F)F 1-(4-(2-(6-(Trifluoromethyl)imidazo[1,2-a]pyrazin-3-yl)pyrimidin-4-yl)piperazin-1-yl)ethan-1-one